4-((4-(1H-pyrazol-4-yl)phenyl)amino)quinoline N1N=CC(=C1)C1=CC=C(C=C1)NC1=CC=NC2=CC=CC=C12